Monoisononyl Butanedioate C(CCC(=O)[O-])(=O)OCCCCCCC(C)C